6-(6-bromoquinazolin-4-yl)-2,6-diazaspiro[3.4]octane-2-carboxylic acid tert-butyl ester C(C)(C)(C)OC(=O)N1CC2(C1)CN(CC2)C2=NC=NC1=CC=C(C=C21)Br